Fluorenylidenediallylcresol C1(C=CC=C2C3=CC=CC=C3C=C12)=CC1=C(C(=CC=C1O)CC=C)CC=C